BrC=1C(=C(NC1C)C(=O)O)C1C(C(=C(C=C1)C1=NC=CC(=N1)C)F)=O 4-bromo-3-(3-fluoro-4-(4-methylpyrimidin-2-yl)oxo-phenyl)-5-methyl-1H-pyrrole-2-carboxylic acid